ClC=1C(=NC(=NC1)N(C)CC(C)(C)O)NC1=CC=2C3=C(C(N(C2C=C1)C)=O)OCC([C@@H](N3)C3CC3)(F)F (S)-10-((5-Chloro-2-((2-hydroxy-2-methylpropyl)(methyl)amino)pyrimidin-4-yl)amino)-2-cyclopropyl-3,3-difluoro-7-methyl-1,2,3,4-tetrahydro-[1,4]oxazepino[2,3-c]chinolin-6(7H)-on